1-hexadecanoyl-2-(14-pentadecenoyl)-sn-glycero-3-phosphocholine C(CCCCCCCCCCCCCCC)(=O)OC[C@@H](OC(CCCCCCCCCCCCC=C)=O)COP(=O)([O-])OCC[N+](C)(C)C